C(C)ON(OCC)CCC[SiH3] gamma-(N,N-diethoxy)aminopropyl-silane